C([C@@]1(C)CCCC(C)=C1\C=C\C(\C)=C\C=C\C(\C)=C\C=C\C=C(/C)\C=C\C=C(/C)\C=C\C1=C(C)CCCC1(C)C)CCCCC\C=C/C\C=C/CCCCCCCC(=O)O.C(=O)(O)C1=CC=C(OCCCCCCCCCCOC2=CC=C(C=C2)C(=O)O)C=C1 1,10-bis(4-carboxyphenoxy)decane β-carotenelinoleate